NC1=C(C2=C(OCCO2)C=C1)N1CC(NCC1)C 6-Amino-5-(3-methylpiperazin-1-yl)-2,3-dihydro-1,4-benzodioxine